N1(N=CC=C1)C1=NC2=CC=C(C=C2C=C1)C1=CN=C(N1)[C@H](CCCCCC(CC)=O)NC(=O)[C@H]1CC12CCN(CC2)C (S)-N-((S)-1-(5-(2-(1H-pyrazol-1-yl)quinolin-6-yl)-1H-imidazol-2-yl)-7-oxononyl)-6-methyl-6-azaspiro[2.5]octane-1-carboxamide